Methyl cis-3-(4-iodo-1H-pyrazol-3-yl)-2-((((CIS)-4-phenylcyclohexyl)oxy)methyl)piperidine-1-carboxylate IC=1C(=NNC1)[C@@H]1[C@@H](N(CCC1)C(=O)OC)CO[C@@H]1CC[C@@H](CC1)C1=CC=CC=C1